O=C1OC2=CC=CC=C2C2=C1CCCCC2 6-oxo-8,9,10,11-tetrahydro-7H-cyclohepta[c]chromene